BrC1=CC=CC2=C1C=C(O2)C#CCNC(OC(C)(C)C)=O tert-butyl (3-(4-bromobenzofuran-2-yl)prop-2-yn-1-yl)carbamate